3-chloro-5-((phenethyl-imino)methyl)phenyl nicotinate C(C1=CN=CC=C1)(=O)OC1=CC(=CC(=C1)C=NCCC1=CC=CC=C1)Cl